p-Methyl-phenoxyacetaldehyde CC1=CC=C(OCC=O)C=C1